P(O)(=O)(OP(=O)(O)OP(=O)(O)O)OC[C@@H]1[C@H]([C@H]([C@@](O1)(N1C(=O)NC(=O)C=C1)CC=CN)O)O.C(=C)OCCN1CC2=CC=CC=C2C1 2-(2-(vinyloxy)ethyl)isoindoline 3-aminoallyluridine-5'-triphosphate